(R)-N-(1-benzylpiperidin-3-yl)-4-(2-(ethoxymethoxy)-6-methyl-4-(trifluoromethyl)phenyl)pyrazolo[1,5-d][1,2,4]triazin-7-amine C(C1=CC=CC=C1)N1C[C@@H](CCC1)NC1=NN=C(C=2N1N=CC2)C2=C(C=C(C=C2C)C(F)(F)F)OCOCC